(2S)-1-hydroxy-2-((S)-4-methyl-2-((((2-methyl-1-phenylpropan-2-yl)oxy)carbonyl)amino)pentanamido)-3-((S)-2-oxopyrrolidin-3-yl)propane-1-sulfonate OC([C@H](C[C@H]1C(NCC1)=O)NC([C@H](CC(C)C)NC(=O)OC(CC1=CC=CC=C1)(C)C)=O)S(=O)(=O)[O-]